ethyl(((2-(2-amino-6-methoxy-9H-purin-9-yl)ethoxy)methyl)(benzyloxy)-phosphoryl)-L-alaninate C(C)N([C@@H](C)C(=O)[O-])P(=O)(OCC1=CC=CC=C1)COCCN1C2=NC(=NC(=C2N=C1)OC)N